(R)-N-(1,1,1-trifluoropropan-2-yl)-4,5,6,7-tetrahydropyrazolo[1,5-a]pyrazine-3-carboxamide hydrochloride Cl.FC([C@@H](C)NC(=O)C=1C=NN2C1CNCC2)(F)F